tert-butyl 7-((3-cyano-4-fluorobenzyl)oxy)-9-oxo-3,4,11,11a-tetrahydro-1H-pyrazino[1',2':3,4]imidazo[1,2-c]pyrimidine-2(9H)-carboxylate C(#N)C=1C=C(COC=2C=C3N(C(N2)=O)CC2N3CCN(C2)C(=O)OC(C)(C)C)C=CC1F